O=[Te].[Sn] tin oxytelluride